C(=C)/C(/C=O)=C\C alpha-vinyl-crotonaldehyde